C(C)(C)(C)OC(=O)N1C(N(C2=C1C=CC=C2)CC2=CC(=C(C=C2)CC=2OC=NN2)Cl)=O (4-((1,3,4-oxadiazol-2-yl)methyl)-3-chlorobenzyl)-2-oxo-2,3-dihydro-1H-benzo[d]imidazole-1-carboxylic acid tert-butyl ester